7-fluoro-6-(methylcarbamoyl)-2,3-dihydrospiro[chromen-4,1'-cyclopropane] FC1=C(C=C2C(=C1)OCCC21CC1)C(NC)=O